(Z)-Methyl 3-(((4-((2-(1,1-dioxidothiomorpholino)ethoxy)carbamoyl)phenyl)amino)(phenyl)methylene)-2-oxoindoline-6-carboxylate O=S1(CCN(CC1)CCONC(=O)C1=CC=C(C=C1)N\C(=C\1/C(NC2=CC(=CC=C12)C(=O)OC)=O)\C1=CC=CC=C1)=O